4-((3-(1-((1-(Tert-Butoxycarbonyl)azetidin-3-yl)methyl)-1H-1,2,4-triazol-3-yl)-2-methoxyphenyl)amino)-6-chloropyridazine-3-carboxylic acid zinc [Zn].C(C)(C)(C)OC(=O)N1CC(C1)CN1N=C(N=C1)C=1C(=C(C=CC1)NC1=C(N=NC(=C1)Cl)C(=O)O)OC